(3S)-(6-methylpyridyl)isoxazolidine trifluoroacetic acid salt FC(C(=O)O)(F)F.CC1=CC=CC(=N1)N1OCCC1